C(C)(C)(C)OC(=O)N1[C@@H](C[C@@H](CC1)C1=NN=CN1C)CC.Cl.C(C)[C@H]1NCC[C@H](C1)C1=NN=CN1C (2R,4R)-2-ethyl-4-(4-methyl-4H-1,2,4-triazol-3-yl)piperidine hydrochloride Tert-butyl-(2R,4R)-2-ethyl-4-(4-methyl-4H-1,2,4-triazol-3-yl)piperidine-1-carboxylate